C(C)S(=O)(=O)NC1=NC(=CC(=C1)C=1C=C(C=CC1C)NC(=O)N1C[C@@H](CC1)CC(F)(F)F)N1CCOCC1 (3S)-N-{3-[2-ethanesulfonylamino-6-(morpholin-4-yl)pyridin-4-yl]-4-methylphenyl}-3-(2,2,2-trifluoroethyl)pyrrolidine-1-carboxamide